1,1,1,4,4,4-hexafluoro-but-2-ene FC(C=CC(F)(F)F)(F)F